methyl (Z)-3-methoxy-2-[2-methyl-5-[3-(trifluoromethyl)pyrazol-1-yl]phenoxy]prop-2-enoate CO\C=C(\C(=O)OC)/OC1=C(C=CC(=C1)N1N=C(C=C1)C(F)(F)F)C